N-((1-fluorocyclohexyl)methyl)-5-(imidazo[1,2-a]pyridin-6-yl)-7H-pyrrolo[2,3-d]pyrimidin-2-amine FC1(CCCCC1)CNC=1N=CC2=C(N1)NC=C2C=2C=CC=1N(C2)C=CN1